NC1=CC(=NC=C1NCC1(CC1)OC)C#N 4-amino-5-(((1-methoxycyclopropyl)methyl)amino)cyanopyridine